C1(=CC=CC=C1)NC=1C=C(N(N1)COCC[Si](C)(C)C)C(=O)O 5-(phenylamino)-2-{[2-(trimethylsilyl)ethoxy]methyl}pyrazole-3-carboxylic acid